C(C=C)(=O)N1[C@H](CN(CC1)C1=NC(=NC=2CC3(CCC12)CCCC1=C(C=C(C=C13)O)C)OC[C@H]1N(CCC1)C)CC#N 2-((2S)-1-acryloyl-4-(7-hydroxy-5-methyl-2'-(((S)-1-methylpyrrolidin-2-yl)methoxy)-3,4,5',8'-tetrahydro-2H,6'H-spiro[naphthalene-1,7'-quinazolin]-4'-yl)piperazin-2-yl)acetonitrile